(R)-6-([1,2,4]triazolo[4,3-b]pyridazin-7-yloxy)-N-(5-(tert-butyl)-1-(tetrahydrofuran-3-yl)-1H-pyrazol-3-yl)-7-chloro-1-methyl-1H-imidazo[4,5-b]pyridin-2-amine N=1N=CN2N=CC(=CC21)OC=2C(=C1C(=NC2)N=C(N1C)NC1=NN(C(=C1)C(C)(C)C)[C@H]1COCC1)Cl